ClC=1C=C(COC2=CC=CC(=N2)C2=C(C=C(CC3=NC4=C(N3CC3OCCC3)C=CC=C4)C=C2)F)C=C(C1)F 2-(4-(6-(3-Chloro-5-fluorobenzyloxy)pyridin-2-yl)-3-fluorobenzyl)-1-((tetrahydrofuran-2-yl)methyl)-1H-benzo[d]imidazol